NC1=C(C(=CC(=N1)N1[C@@H]2CN([C@H](C1)C2)C(=O)OC(C)(C)C)C)[N+](=O)[O-] tert-butyl (1S,4S)-5-(6-amino-4-methyl-5-nitropyridin-2-yl)-2,5-diazabicyclo[2.2.1]heptane-2-carboxylate